C(CCCCCCCCCCCCCCCCC)OCC(COC(C1=CC=CC=C1)(C1=CC=CC=C1)C1=CC=CC=C1)O (octadecyloxy)-3-(trityloxy)propan-2-ol